6-bromo-2-chloro-5,5-dimethyl-silafluorene tert-Butyl-6-bromo-7-methoxy-1-(oxetan-3-yl)-1,4,6,7-tetrahydrospiro[indazole-5,4'-piperidine]-1'-carboxylate C(C)(C)(C)OC(=O)N1CCC2(CC1)CC=1C=NN(C1C(C2Br)OC)C2COC2.BrC=2C(C1=C3C=CC(=[SiH]C3=CC1=CC2)Cl)(C)C